COC(C)C1=CC=C(CC1)C 4-(1-methoxyethyl)-1-methyl-1,3-cyclohexadiene